N1=C(C=CC=C1)C=1C=C2C=C(C=CN2C1)C(=O)N 2-(pyridin-2-yl)indolizine-7-carboxamide